4,4-difluoro-2-(4-(trifluoromethoxy)phenyl)piperidine FC1(CC(NCC1)C1=CC=C(C=C1)OC(F)(F)F)F